4-(Benzyloxy)-6,7-dibromofuro[3,2-c]pyridine C(C1=CC=CC=C1)OC1=NC(=C(C2=C1C=CO2)Br)Br